NCCC[SiH2]C(OC)OC 3-Aminopropyl-dimethoxymethyl-silan